4-amino-3-(4-((4-(4-(dimethylamino)phenyl)pyridin-2-yl)oxy)piperidine-1-carbonyl)benzoic acid NC1=C(C=C(C(=O)O)C=C1)C(=O)N1CCC(CC1)OC1=NC=CC(=C1)C1=CC=C(C=C1)N(C)C